1,2-dichloro-1,1,4,4,4-pentafluorobutane ClC(C(CC(F)(F)F)Cl)(F)F